6-((1S,2S)-2-(6-(2,4-dimethoxypyrimidin-5-yl)imidazo[1,2-b]pyridazin-8-yl)cyclopropyl)-3,3-dimethyl-1-(2,2,2-trifluoroethyl)-1,3-dihydro-2H-pyrrolo[3,2-b]pyridin-2-one COC1=NC=C(C(=N1)OC)C=1C=C(C=2N(N1)C=CN2)[C@@H]2[C@H](C2)C=2C=C1C(=NC2)C(C(N1CC(F)(F)F)=O)(C)C